C1OCC[C@]12OCCN(C2)C(=O)C=2N=C1N(C=CC=C1C1=C(C=CC=C1)OCC(F)(F)F)C2 (R)-(2,6-dioxa-9-azaspiro[4.5]decan-9-yl)(8-(2-(2,2,2-trifluoroethoxy)phenyl)imidazo[1,2-a]pyridin-2-yl)methanone